CC1(NC(CC(C1)NC=O)(C)C)C N-(2,2,6,6-tetramethyl-4-piperidinyl)-formamide